PYRROLO-ISOQUINOLINE C=1NC=CC2=CC=C3C(C12)=CC=N3